NC1=C(C(=NN1C1C(COCC1)(C)C)C1=CC=C(C=C1)Br)C#N 5-amino-3-(4-bromophenyl)-1-(3,3-dimethyltetrahydropyran-4-yl)pyrazole-4-carbonitrile